C(C)(=O)O[C@H]([C@@H](COC(C)=O)OC(C)=O)[C@@H]1O[C@@](C[C@@H]([C@H]1NC(COC(C)=O)=O)OC(C)=O)(C(=O)OC)OC(C)=O (1S,2R)-1-((2R,3R,4S,6R)-4,6-diacetoxy-3-(2-acetoxyacetamido)-6-(methoxycarbonyl)tetrahydro-2H-pyran-2-yl)propane-1,2,3-triyl triacetate